seleninanide [Se]1[CH-]CCCC1